CO/C(/NC(C1=CC=C(C=C1)C1=NOC(=N1)C(F)(F)F)=O)=N/[H] N-[(E)-methoxy-iminomethyl]-4-[5-(trifluoromethyl)-1,2,4-oxadiazol-3-yl]benzamide